boron 1,3-propanediol C(CCO)O.[B]